N-(1-((3-(Dimethoxymethyl)piperidin-1-yl)sulfonyl)piperidin-4-yl)-4-(1-(2,2,2-trifluoroethyl)-1H-pyrazol-4-yl)-5-(trifluoromethyl)pyrimidin-2-amine COC(C1CN(CCC1)S(=O)(=O)N1CCC(CC1)NC1=NC=C(C(=N1)C=1C=NN(C1)CC(F)(F)F)C(F)(F)F)OC